8-Chloro-2-[(4-cyclopropyl-1H-1,2,3-triazol-1-yl)methyl]-1-(3,3-difluorotetrahydro-2H-pyran-4-yl)-1H-imidazo[4,5-c]chinolin ClC1=CC=2C3=C(C=NC2C=C1)N=C(N3C3C(COCC3)(F)F)CN3N=NC(=C3)C3CC3